5-(3-methoxyphenyl)-N-(3-(2-hydroxypropyl)-1,2,4-thiadiazol-5-yl)furan-3-carboxamide COC=1C=C(C=CC1)C1=CC(=CO1)C(=O)NC1=NC(=NS1)CC(C)O